N-((S)-1,1-dicyclohexyl-3-((4-((S)-1-((3S,4R)-3,4-difluoropyrrolidin-1-yl)-1-oxopropan-2-yl)-2-fluorophenyl)amino)-3-oxopropan-2-yl)-1-isopropyl-1H-pyrazole-5-carboxamide C1(CCCCC1)C([C@@H](C(=O)NC1=C(C=C(C=C1)[C@@H](C(=O)N1C[C@@H]([C@@H](C1)F)F)C)F)NC(=O)C1=CC=NN1C(C)C)C1CCCCC1